[Si](C)(C)(C(C)(C)C)OCCOC1=C2C3=C(N(C2=CC=C1)C(=O)OC(C)(C)C)C=NC(=C3COC)C(=O)OCC 9-(tert-butyl) 3-ethyl 5-(2-((tert-butyldimethylsilyl)oxy)ethoxy)-4-(methoxymethyl)-9H-pyrido[3,4-b]indole-3,9-dicarboxylate